rac-3-(1,3-dimethylpiperidin-3-yl)-5-(piperidin-1-ylmethyl)-5,6-dihydro-1,4,2-dioxazine CN1CC(CCC1)(C)C1=NOCC(O1)CN1CCCCC1